6-(Cyclopropanecarboxamido)-N-(methyl-d3)-4-((1-(methyl-d3)-4-oxo-5-(1,1,1-trifluoropropan-2-yl)-4,5-dihydro-1H-pyrrolo[3,2-c]pyridin-3-yl)amino)nicotinamide C1(CC1)C(=O)NC1=NC=C(C(=O)NC([2H])([2H])[2H])C(=C1)NC1=CN(C2=C1C(N(C=C2)C(C(F)(F)F)C)=O)C([2H])([2H])[2H]